N1=CC(=CC=C1)N1CCN(CC1)C(=O)N 4-(pyridin-3-yl)piperazine-1-carboxamide